cyclopentyl-triphenylphosphine C1(CCCC1)C1=C(C=CC=C1)P(C1=CC=CC=C1)C1=CC=CC=C1